(6-(5-chloro-1-((2-(3-fluoro-5-methoxyphenyl)pyrimidin-5-yl)methyl)-1H-indazole-7-carboxamido)spiro[3.3]heptan-2-yl)acetic acid ClC=1C=C2C=NN(C2=C(C1)C(=O)NC1CC2(CC(C2)CC(=O)O)C1)CC=1C=NC(=NC1)C1=CC(=CC(=C1)OC)F